5-[(2-chlorophenyl)sulfonylamino]-2-methyl-1,3-thiazole-4-carboxylic acid ClC1=C(C=CC=C1)S(=O)(=O)NC1=C(N=C(S1)C)C(=O)O